C(C1=CC=CC=C1)OC=1N=CC(=NC1)C1CN(CCC1=O)C(=O)OC(C)(C)C tert-butyl 3-(5-(benzyloxy) pyrazin-2-yl)-4-oxopiperidine-1-carboxylate